COC1=CC2=CC3=CC(=CC=C3N=C2C=C1)OC 2,7-dimethoxyacridine